(E)-N-hydroxy-3-(2-(4-(3-methylbenzyl)piperazin-1-yl)phenyl)acrylamide ONC(\C=C\C1=C(C=CC=C1)N1CCN(CC1)CC1=CC(=CC=C1)C)=O